3-(1-(t-butoxycarbonyl)piperidin-4-yl)propionic acid C(C)(C)(C)OC(=O)N1CCC(CC1)CCC(=O)O